BrC=1C(=C(C=2N=C(SC2C1)C)C(=O)O)F 6-bromo-5-fluoro-2-methylbenzo[2,1-d][1,3]thiazole-4-carboxylic acid